N1CC(C1)SC1=CC(=C(C(=C1)F)[C@H]1[C@@H](N(CC=2C3=C(C=CC12)NN=C3)C)CC3CC3)F (6S,7S)-6-(4-(azetidin-3-ylthio)-2,6-difluorophenyl)-7-cyclopropylmethyl-8-methyl-6,7,8,9-tetrahydro-3H-pyrazolo[3,4-h]isoquinoline